FC1=C(OC2=C1C=CC=C2)I 3-fluoro-2-iodobenzofuran